(S)-3-(7'-oxo-7',9'-dihydro-3'H-spiro[azetidine-3,2'-[1,4]oxazino[3,2-e]isoindol]-8'(1'H)-yl)piperidine-2,6-dione O=C1N(CC2=C3C(=CC=C12)OCC1(N3)CNC1)[C@@H]1C(NC(CC1)=O)=O